CC1=C(C=CC(=C1)B1OC(C(O1)(C)C)(C)C)N1CCOC2=C(C1=O)N=CC=C2 4-(2-methyl-4-(4,4,5,5-tetramethyl-1,3,2-dioxaborolan-2-yl)phenyl)-3,4-dihydropyrido[2,3-f][1,4]oxazepin-5(2H)-one